COC1=C(CC2=C(C=CC=3C=4N(C(=NC23)N)N=C(N4)C4CNCCC4)OC)C=CC(=C1)OC 2,4-dimethoxybenzyl-8-methoxy-2-(piperidin-3-yl)-[1,2,4]triazolo[1,5-c]quinazolin-5-amine